FC(COC1=C2C(=NC=C1)C(=C(N2)C2=CC(=NC=C2)NC(C(F)(F)F)=O)C2=NC=CC=C2)F N-{4-[7-(2,2-difluoroethoxy)-3-(pyridin-2-yl)-1H-pyrrolo[3,2-b]pyridin-2-yl]pyridin-2-yl}-2,2,2-trifluoroacetamide